4-(((3s,4s)-4-((4-bromophenyl)sulfonyl)-3-hydroxy-3-(hydroxymethyl)pyrrolidin-1-yl)sulfonyl)-3-chlorobenzonitrile BrC1=CC=C(C=C1)S(=O)(=O)[C@@H]1[C@](CN(C1)S(=O)(=O)C1=C(C=C(C#N)C=C1)Cl)(CO)O